C(C)(C)(C)OC(=O)N1CCC2(CC2C(NC=2C=NC(=CC2)N2N=CC=C2)=O)CC1 1-((6-(1H-pyrazol-1-yl)pyridin-3-yl)carbamoyl)-6-azaspiro[2.5]Octane-6-carboxylic acid tert-butyl ester